C(C)NC(NC1=NC(=CC(=C1)CN1CCN(CC1)C=1C=CC(=NC1C(F)(F)F)C(=O)NC)OC)=O 5-(4-((2-(3-ethylureido)-6-methoxypyridin-4-yl)methyl)piperazin-1-yl)-N-methyl-6-(trifluoromethyl)picolinamide